C(CCCCCCC)OC1=C(CBr)C=CC=C1 2-(octyloxy)benzyl bromide